C(#N)C1=CC=C2C(=CNC2=C1)S(=O)(=O)NC=1C(=NC(=C(C1)F)OC(F)F)OC 6-Cyano-N-[6-(difluoromethoxy)-5-fluoro-2-methoxypyridin-3-yl]-1H-indol-3-sulfonamid